COC1=C(C=C(C=N1)C=1C=C2C(=NC=NC2=CC1)N1CC2(CN(C2)C(=O)OC(C)(C)C)CC1)NS(=O)(=O)C1=C(C=C(C=C1F)F)F tert-butyl 6-(6-(6-methoxy-5-((2,4,6-trifluorophenyl) sulfonylamino) pyridin-3-yl) quinazolin-4-yl)-2,6-diazaspiro[3.4]octane-2-carboxylate